(8-(naphthalen-2-yl)dibenzo[b,d]furan-1-yl)boronic acid C1=C(C=CC2=CC=CC=C12)C=1C=CC2=C(C3=C(O2)C=CC=C3B(O)O)C1